2-chloro-2-(4-(trifluoromethoxy)phenyl)-1,3-dithiane ClC1(SCCCS1)C1=CC=C(C=C1)OC(F)(F)F